1-(2-ethylhexyl)-1H-indole-2-carbaldehyde C(C)C(CN1C(=CC2=CC=CC=C12)C=O)CCCC